4-[5-[(3-aminooxetan-3-yl)methyl]pyridin-2-yl]-3-[5-(dimethylamino)-2-methylpyrazol-3-yl]oxybenzonitrile NC1(COC1)CC=1C=CC(=NC1)C1=C(C=C(C#N)C=C1)OC=1N(N=C(C1)N(C)C)C